C1(CC1)C1=NC=NC(=C1C1=NC=C(C(=N1)NCC1=CC(=C(C=C1)C=1N(C=C(N1)C(F)(F)F)C)F)C(CO)(C)O)OC 2-(4'-cyclopropyl-4-((3-fluoro-4-(1-methyl-4-(trifluoromethyl)-1H-imidazol-2-yl)benzyl)amino)-6'-methoxy-[2,5'-bipyrimidin]-5-yl)propane-1,2-diol